C1(C=CCCCCCCCCCCCCCO1)=O hexadecenlactone